1-heptadecenoyl-sn-glycero-3-phosphoethanolamine C(C=CCCCCCCCCCCCCCC)(=O)OC[C@@H](O)COP(=O)(O)OCCN